N-((5-chloro-6-(2-(isoxazol-3-yl)ethoxy)-1H-indol-2-yl)methyl)-1-methylcyclopropane-1-carboxamide ClC=1C=C2C=C(NC2=CC1OCCC1=NOC=C1)CNC(=O)C1(CC1)C